(S)-N-(5-(2-amino-[1,2,4]triazolo[1,5-a]pyridin-6-yl)-2-methoxypyridin-3-yl)-3-phenylisoxazolidine-2-carboxamide NC1=NN2C(C=CC(=C2)C=2C=C(C(=NC2)OC)NC(=O)N2OCC[C@H]2C2=CC=CC=C2)=N1